OC[C@@H](C)N1C(=NN=C1)C1=CC=CC(=N1)NC(=O)C1=C(C=C2CCN(CC2=C1)C(=O)OCC)OC ethyl (R)-7-((6-(4-(1-hydroxypropan-2-yl)-4H-1,2,4-triazol-3-yl)pyridin-2-yl)carbamoyl)-6-methoxy-3,4-dihydroisoquinoline-2(1H)-carboxylate